N\C(=C/C)\C(=O)O (Z)-2,3-didehydrobutyrine